ClC1=CC(=C(C=C1)C=1C=NC2=CC(=CC=C2C1C(=O)C1=CC=C(C=C1)OCCN1CC(C1)CF)O)F [3-(4-Chloro-2-fluorophenyl)-7-hydroxyquinolin-4-yl](4-{2-[3-(fluoromethyl)azetidin-1-yl]ethoxy}phenyl)methanone